(S)-ETHYL 4-(((TRIFLUOROMETHYL)SULFONYL)OXY)CYCLOHEX-3-ENECARBOXYLATE FC(S(=O)(=O)OC1=CC[C@H](CC1)C(=O)OCC)(F)F